Fluoro-4,6'-dimethyl-[3,4'-bipyridine] FC1=NC=CC(=C1C1=CC=NC(=C1)C)C